2-chloro-6-methyl-5H-pyrrolo[3,4-b]pyridin-7-one ClC1=CC=C2C(=N1)C(N(C2)C)=O